C(C)N(CCNC(C(=C)C)=O)CC N-[2-(diethylamino)ethyl]methacrylamide